C(C)(C)(C)OC(=O)NC1(COCC1)C(=O)N[C@@H](C)C1=CC=C(C(=O)OC)C=C1 Methyl 4-[(1S)-1-[[3-(tert-butoxycarbonylamino)tetrahydrofuran-3-carbonyl]amino]ethyl]benzoate